FC1=CC=C(C=C1)C1=NN(C=C1C=1C2=C(N=CN1)OC(=C2)C=2CCNCC2)C2S(CC2)(=O)=O (3-(4-Fluorophenyl)-4-(6-(1,2,3,6-tetrahydropyridin-4-yl)furo[2,3-d]pyrimidin-4-yl)-1H-pyrazol-1-yl)thietane 1,1-dioxide